[Na+].ClC1=C(C=C(C=C1)S(=O)(=O)[O-])N1N=C(C(C1=O)N=NC1=CC=CC=C1)C 4-chloro-3-[4,5-dihydro-3-methyl-5-oxo-4-phenylazo-1H-1-pyrazole-yl]benzenesulfonic acid sodium salt